CC1N(CC1)CC1=CC(=NC=C1)C=1C=C2CN(C(C2=CC1)=O)C1C(NC(CC1)=O)=O 3-(5-(4-((2-methylazetidin-1-yl)methyl)pyridin-2-yl)-1-oxoisoindolin-2-yl)piperidine-2,6-dione